Isoquinolinesulfonamide tert-butyl-7-(4-fluorobenzyl)-2-methyl-2,3-dihydro-1H-pyrido[2,3-b][1,4]oxazine-1-carboxylate C(C)(C)(C)OC(=O)N1C2=C(OCC1C)N=CC(=C2)CC2=CC=C(C=C2)F.C2(=NC=CC1=CC=CC=C21)S(=O)(=O)N